Cl.CNC1=NC=NS1 N-methyl-1,2,4-thiadiazol-5-amine hydrochloric acid salt